3-(4-(5-(5-iodo-1-methyl-1H-imidazol-2-yl)pent-1-yn-1-yl)-1-oxoisoindolin-2-yl)piperidine-2,6-dione IC1=CN=C(N1C)CCCC#CC1=C2CN(C(C2=CC=C1)=O)C1C(NC(CC1)=O)=O